5-[(1R)-3-(3-benzyloxypropoxy)-1-methyl-propoxy]-1H-pyrazolo[3,4-c]pyridine C(C1=CC=CC=C1)OCCCOCC[C@H](OC=1C=C2C(=CN1)NN=C2)C